C(C)(C)(C)OC(=O)N1CCC(CC1)C1=NN=CN1C([2H])([2H])[2H] 4-[4-(2H3)methyl-1,2,4-triazol-3-yl]piperidine-1-carboxylic acid tert-butyl ester